ClC1=C(C=CC(=C1)Cl)C1(OCC(O1)CCC)CN1N=CN=C1 [2-(2,4-dichlorophenyl)-4-propyl-1,3-dioxolan-2-ylmethyl]-1H-1,2,4-triazole